FC=1C(=C(C=CC1F)[C@H]1[C@@H](S[C@](C1)(C(F)(F)F)C)C(=O)NC=1C=CC(=C(C1)B(O)O)CN(C)C)OC (5-((2R,3S,5R)-3-(3,4-difluoro-2-methoxyphenyl)-5-methyl-5-(trifluoromethyl)tetrahydrothiophene-2-carboxamido)-2-((dimethylamino)methyl)phenyl)boronic acid